(E)- or (Z)-1-phenyl-4-(hydroxyimino)-3-Methyl-9-oxo-4,9-dihydro-1H-naphtho[2,3-d]imidazole-3-ium C1(=CC=CC=C1)N1C=[N+](C2=C1C(C1=CC=CC=C1C2=NO)=O)C